FC1=C(C=CC(=C1)C(NC)=O)C=1N=C2SC3=C(N2C1)C=CC(=C3)C(=O)NC3CCNCC3 (2-fluoro-4-(methylcarbamoyl)phenyl)-N-(piperidin-4-yl)benzo[d]imidazo[2,1-b]thiazole-7-carboxamide